8-amino-9-(3-hydroxy-2,4,6-trimethylphenyl)-5-methyl-9H-pyrrolo[2,3-c][1,2,4]triazolo[1,5-a]pyridine-7-carboxamide NC1=C(C2=C(C=3N(C(=C2)C)N=CN3)N1C1=C(C(=C(C=C1C)C)O)C)C(=O)N